NCC(C[Si](OCCCCCCCCCCCC)(OCCCCCCCCCCCC)OCCCCCCCCCCCC)C 3-amino-2-methyl-propyl(tridodecanoxysilane)